N1N=C(C=C1)OCC(CCC(C(=O)NNC)(C)C=1C=C(C=CC1)C[C@@H](C(=O)OC)C)(F)F methyl (2S)-3-(3-(6-((1H-pyrazol-3-yl)oxy)-5,5-difluoro-2-methyl-1-(2-methyl-hydrazineyl)-1-oxohexan-2-yl)phenyl)-2-methylpropanoate